BrC=1C=C2C(N(C(C2=C(C1)F)(OC1C(CCC1)O)C1=CC=C(C=C1)Cl)CC1=NC=C(C#N)C=C1)=O 6-((5-bromo-1-(4-chlorophenyl)-7-fluoro-1-((2-hydroxycyclopentyl)oxy)-3-oxoisoindolin-2-yl)methyl)nicotinonitrile